tert-butyl 6-ethyl-6-hydroxy-1,4-oxazepane-4-carboxylate C(C)C1(CN(CCOC1)C(=O)OC(C)(C)C)O